1,8-bis(triisocyanatosilyl)-3,6-ditrifluoromethyl-3,4,4,5,5,6-hexafluorooctane N(=C=O)[Si](CCC(C(C(C(CC[Si](N=C=O)(N=C=O)N=C=O)(F)C(F)(F)F)(F)F)(F)F)(F)C(F)(F)F)(N=C=O)N=C=O